9-(3,5-dimethylpyridin-2-yl)-2-methoxy-9H-carbazole CC=1C(=NC=C(C1)C)N1C2=CC=CC=C2C=2C=CC(=CC12)OC